FC=1C=CC(=NC1)[C@@H](C)OC=1C=2N(C=C(C1)C=1N=NN(C1C)C1CCC(CC1)O)N=CC2C#N 4-((R)-1-(5-fluoropyridin-2-yl)ethoxy)-6-(1-((1r,4R)-4-hydroxycyclohexyl)-5-methyl-1H-1,2,3-triazol-4-yl)pyrazolo[1,5-a]pyridine-3-carbonitrile